C(C)(=O)N[C@@H]1[C@H](CC2(C(O)=O)O[C@H]1[C@H](O2)[C@H](O)CO)O 5-N-Acetyl-2,7-anhydro-neuraminic acid